Tert-Butyl 2-(8-aminooctoxy)acetate NCCCCCCCCOCC(=O)OC(C)(C)C